C1(=CC=CC=C1)N1CC(CCC1)C=1N=C(SC1)NC(=O)C=1N(C=CC1)CC1=CC=NC=C1 N-(4-(1-phenylpiperidin-3-yl)thiazol-2-yl)-1-(pyridin-4-ylmethyl)-1H-pyrrole-2-carboxamide